FC1=C(C(=C(C(=C1C=C[N+](=O)[O-])F)F)F)F pentafluoro-β-nitrostyrene